NC1=NN2C(N=CC(=C2)CC#N)=C1C(=O)ON1N=NC2=C1C=CC=C2 1H-benzo[d][1,2,3]triazol-1-yl 2-amino-6-(cyanomethyl)pyrazolo[1,5-a]pyrimidine-3-carboxylate